BrC1=CC2=C(N=C(S2)NC(=O)C2C(C3C=CC2C3)C(=O)O)C=C1 3-[(6-bromo-1,3-benzothiazol-2-yl)carbamoyl]bicyclo[2.2.1]hept-5-ene-2-carboxylic acid